1-cyclopentylpiperidin C1(CCCC1)N1CCCCC1